N-(2,3-Dihydro-1,4-benzoxazin-4-yl)-8-isopropyl-3-(2,3,6-trifluorophenyl)-[1,2,4]triazolo[4,3-a]pyridine-7-carboxamide O1CCN(C2=C1C=CC=C2)NC(=O)C2=C(C=1N(C=C2)C(=NN1)C1=C(C(=CC=C1F)F)F)C(C)C